N[C@@H]1CN(CCC1)C1=NN(C(C2=CC=CC=C12)=O)C1CCCCC1 (S)-4-(3-Aminopiperidin-1-yl)-2-cyclohexyl-phthalazin-1(2H)-one